5-trifluoromethyl-2-(2-hydroxy-3,5-di-t-butylphenyl)-2H-benzotriazole FC(C1=CC=2C(=NN(N2)C2=C(C(=CC(=C2)C(C)(C)C)C(C)(C)C)O)C=C1)(F)F